5-((4-(4-((1-(4-(2,4-dioxotetrahydropyrimidin-1(2H)-yl)-3-methylphenyl)piperidin-4-yl)methyl)piperazin-1-yl)-3-fluorophenyl)amino)-3-morpholino-1,2,4-triazine-6-carboxamide O=C1N(CCC(N1)=O)C1=C(C=C(C=C1)N1CCC(CC1)CN1CCN(CC1)C1=C(C=C(C=C1)NC=1N=C(N=NC1C(=O)N)N1CCOCC1)F)C